(2S,4r)-1-[(2S)-2-(4-cyclopropyl-triazol-1-yl)-3,3-dimethyl-butyryl]-4-hydroxy-N-[[3-(1-methylimidazol-2-yl)phenyl]methyl]pyrrolidine-2-carboxamide C1(CC1)C=1N=NN(C1)[C@H](C(=O)N1[C@@H](C[C@H](C1)O)C(=O)NCC1=CC(=CC=C1)C=1N(C=CN1)C)C(C)(C)C